(2S,4R)-N-(6-bromo-5-methylpyridin-2-yl)-4-fluoropyrrolidine-2-carboxamide BrC1=C(C=CC(=N1)NC(=O)[C@H]1NC[C@@H](C1)F)C